ethyl-methylaminozirconium C(C)[Zr]NC